FC=1C=C(C#N)C=CC1C(C=C)O 3-fluoro-4-(1-hydroxyallyl)benzonitrile